C1(CC1)C=1C=CC=2N(C1)C=C(N2)CN2N=NC=1C=NC(=CC12)NC(OCC1=CC(=CC=C1)Cl)=O 3-chlorobenzyl (1-((6-cyclopropylimidazo[1,2-a]pyridin-2-yl)methyl)-1H-[1,2,3]triazolo[4,5-c]pyridin-6-yl)carbamate